2-(2-chloro-3-pyridyl)oxazole-4-carboxylic acid ClC1=NC=CC=C1C=1OC=C(N1)C(=O)O